(1S,3S,4S)-2-(7-chloro-4-fluoro-1H-indole-2-carbonyl)-N-[(1R)-1-cyano-2-[(3S)-2-oxo-3-piperidyl]ethyl]-5,5-difluoro-2-azabicyclo[2.2.2]octane-3-carboxamide ClC=1C=CC(=C2C=C(NC12)C(=O)N1[C@@H]2CC([C@H]([C@H]1C(=O)N[C@H](C[C@H]1C(NCCC1)=O)C#N)CC2)(F)F)F